CN1N=NC2=C1C=CC(=C2C)[C@@H](C(C(=O)OC)(C)C)C2=CC(=C(C=C2)C)CN2C[C@H](OC1=C(C2)C(=NC=C1)F)CC (S)-Methyl 3-(1,4-dimethyl-1H-benzo[d][1,2,3]triazol-5-yl)-3-(3-(((R)-2-ethyl-6-fluoro-2,3-dihydropyrido[3,4-f][1,4]oxazepin-4(5H)-yl)methyl)-4-methylphenyl)-2,2-dimethylpropanoate